COC(C1=C(C=C(C=C1)OC(C)C)N1CCN(CC1)CC=1SC2=C(N1)C=CC=C2)=O.COC2=CC=C1C=CN=C(C1=C2)NC=2C=CC(=NC2)C(=O)NCC2CC1=CC=CC=C1CC2 5-((7-methoxyisoquinolin-1-yl)amino)-N-((1,2,3,4-tetrahydronaphthalen-2-yl)methyl)picolinamide methyl-2-(4-(benzo[d]thiazol-2-ylmethyl)piperazin-1-yl)-4-isopropoxybenzoate